C(C)(C)(C)NC(CN(C)C=1C2=C(N=C(N1)C1=NC=CC(=C1)OCCN(C)C)C(CC2)(C)C)=O N-tert-butyl-2-[(2-{4-[2-(dimethylamino)ethoxy]pyridin-2-yl}-7,7-dimethyl-5H,6H,7H-cyclopenta[d]pyrimidin-4-yl)(methyl)amino]acetamide